5-(Trimethylsilyl)pent-4-ynal C[Si](C#CCCC=O)(C)C